tert-Butyl (S)-(1-((tert-butyldiphenylsilyl)oxy)pent-4-en-2-yl)(2-oxobut-3-en-1-yl)carbamate [Si](C1=CC=CC=C1)(C1=CC=CC=C1)(C(C)(C)C)OC[C@H](CC=C)N(C(OC(C)(C)C)=O)CC(C=C)=O